BrC1=C(N=C(N=N1)N)C 6-bromo-5-methyl-1,2,4-triazine-3-amine